1-(6-(((1S,3S)-3-((5-(difluoromethoxy)pyrimidin-2-yl)amino)cyclopentyl)amino)pyridin-3-yl)-3-methyl-1,3-dihydro-2H-imidazolo[4,5-b]pyrazin-2-one FC(OC=1C=NC(=NC1)N[C@@H]1C[C@H](CC1)NC1=CC=C(C=N1)N1C(N(C=2C1=NC=CN2)C)=O)F